ethyl 2-(2-((7-(5-formylfuran-3-yl)benzofuran-5-yl)methoxy)phenyl)acetate C(=O)C1=CC(=CO1)C1=CC(=CC=2C=COC21)COC2=C(C=CC=C2)CC(=O)OCC